3-(3,5-di-tert-butyl-4-hydroxy-phenyl)-2-(2,4-dichloro-benzenesulfonyl)-acrylonitrile C(C)(C)(C)C=1C=C(C=C(C1O)C(C)(C)C)C=C(C#N)S(=O)(=O)C1=C(C=C(C=C1)Cl)Cl